(R)-N-(5-(4-(4,5-dichloro-2-(2-hydroxypropan-2-yl)phenylamino)pyrimidin-2-ylamino)-2-(2-((dimethylamino)methyl)azetidin-1-yl)-4-methoxyphenyl)acrylamide ClC1=CC(=C(C=C1Cl)NC1=NC(=NC=C1)NC=1C(=CC(=C(C1)NC(C=C)=O)N1[C@H](CC1)CN(C)C)OC)C(C)(C)O